C(C)OC(=O)C1CCCCCCCC(N=NCCCC1)C(=O)OC(C)(C)C diazacyclopentadecene-3,11-dicarboxylic acid 3-tert-butyl ester 11-ethyl ester